CNCC1=CC(=CC=C1)CNC N,N'-dimethyl-1,3-xylylenediamine